(S)-2-(1-(5,7-dichloro-8-fluoro-2-(methylthio)pyrido[4,3-d]pyrimidin-4-yl)azetidin-2-yl)ethan-1-ol ClC1=NC(=C(C=2N=C(N=C(C21)N2[C@@H](CC2)CCO)SC)F)Cl